(2-Fluoro-5-methoxy-phenyl)-N-isopropyl-N'-(2-trifluoromethyl-pyridin-4-yl)-[1,3,5]triazine-2,4-diamine FC1=C(C=C(C=C1)OC)C1=NC(=NC(=N1)NC(C)C)NC1=CC(=NC=C1)C(F)(F)F